1-(2-((3R,5R,8R,9R,10S,13S,14S,15S,17S)-15-Cyclopropyl-3-hydroxy-3,13-dimethylhexadecahydro-1H-cyclopenta[a]phenanthren-17-yl)-2-oxoethyl)-1H-pyrazole-3,5-dicarbonitrile C1(CC1)[C@H]1[C@H]2[C@@H]3CC[C@@H]4C[C@](CC[C@@H]4[C@H]3CC[C@@]2([C@H](C1)C(CN1N=C(C=C1C#N)C#N)=O)C)(C)O